ClC1=CC=C2C(=CC(=NC2=C1Cl)NCC1OCCN(C1)C(C)=O)C=1C=NNC1 1-(2-(((7,8-dichloro-4-(1H-pyrazol-4-yl)quinolin-2-yl)amino)methyl)morpholino)ethan-1-one